N-[4-[2-[methyl(phenylmethyl)amino]ethyl]phenyl]-5-(3-pyridinyl)-2-thiazolamine, hydrobromide Br.CN(CCC1=CC=C(C=C1)NC=1SC(=CN1)C=1C=NC=CC1)CC1=CC=CC=C1